4-ethyl-4-fluoro-1-methyl-4,5-dihydrobenzol C(C)C1(C=CC(=CC1)C)F